1-ethyl-1,3-dimethylpyrrolidinium C(C)[N+]1(CC(CC1)C)C